ClC1=CC=C(C=C1)[C@@]1(N(C(C2=CC(=CC(=C12)F)C(CC)(C=1N=CN(C1)C)O)=O)CC1=CC=C(C=N1)C#N)OCC(CO)=C 6-{[(1R)-1-(4-Chlorophenyl)-7-fluoro-5-[1-hydroxy-1-(1-methyl-1H-imidazol-4-yl)propyl]-1-(3-hydroxy-2-methylidenpropoxy)-3-oxo-2,3-dihydro-1H-isoindol-2-yl]methyl}pyridin-3-carbonitril